N1(CCOCC1)C1=NC2=C(N=CC=C2C(=C1)OC1C(OCC1)=O)C1=CC=NN1 3-{[2-(morpholin-4-yl)-8-(1H-pyrazol-5-yl)-1,7-naphthyridin-4-yl]oxy}dihydrofuran-2(3H)-one